1-(5-(2,6-difluorophenyl)-3-methyl-1,6-dihydropyrazolo[4,3-d]pyrido[4,3-f][1,3]diazepin-9-yl)-1H-pyrazole-3-carbonitrile FC1=C(C(=CC=C1)F)C=1NC2=C(C3=C(N1)C(=NN3)C)C=C(N=C2)N2N=C(C=C2)C#N